3-m-chlorophenyl-1,2-di-p-toluenesulfonyl-2-propene ClC=1C=C(C=CC1)C=C(CS(=O)(=O)C1=CC=C(C)C=C1)S(=O)(=O)C1=CC=C(C)C=C1